FC1=C(C(=CC=C1)F)C=1C(=NN(N1)CC1=CC=C(C=C1)C1=NOC(=N1)C(F)(F)F)C#N 5-(2,6-difluorophenyl)-2-[[4-[5-(trifluoromethyl)-1,2,4-oxadiazol-3-yl]phenyl]methyl]triazole-4-carbonitrile